[Na+].CC1=CC(=C(C=C1)S(=O)(=O)[O-])OC(C=C)=O 4-methyl-acryloxybenzenesulfonic acid sodium salt